3-(3-iodophenyl)tetrahydrofuran-2,5-dione IC=1C=C(C=CC1)C1C(OC(C1)=O)=O